OC1=C(C(=CC(=C1)C(F)(F)F)C)C1=CC2=C(N=N1)N(CC2)[C@H]2C(N(CCC2)C)=O (R)-3-(3-(2-hydroxy-6-methyl-4-(trifluoromethyl)phenyl)-5,6-dihydro-7H-pyrrolo[2,3-c]pyridazin-7-yl)-1-methylpiperidin-2-one